BrC1=CC=C2C(=N1)C=NN2 5-bromo-1H-pyrazolo[4,3-b]-pyridine